N-(1-(4-(cyclopropanesulfonamido)pyridin-2-yl)-3-morpholinopropyl)-5-(6-ethoxypyrazin-2-yl)thiazole-2-carboxamide C1(CC1)S(=O)(=O)NC1=CC(=NC=C1)C(CCN1CCOCC1)NC(=O)C=1SC(=CN1)C1=NC(=CN=C1)OCC